5-(6-methoxypyrimidin-4-yl)-2-{3-[3-(methylamino)pyrrolidin-1-yl]-1,2,4-triazin-6-yl}phenol bistrifluoroacetate FC(C(=O)O)(F)F.FC(C(=O)O)(F)F.COC1=CC(=NC=N1)C=1C=CC(=C(C1)O)C1=CN=C(N=N1)N1CC(CC1)NC